ClC=1C=CC(=C(C1)NC(C(=O)OC)=O)N1CC(C1)(F)F Methyl 2-((5-chloro-2-(3,3-difluoroazetidin-1-yl) phenyl) amino)-2-oxoacetate